FC=1C(=NC(=NC1)[C@@H]1[C@H](C1)C(=O)OCC)C |r| rac-ethyl (1S*,2S*)-2-(5-fluoro-4-methylpyrimidin-2-yl)cyclopropane-1-carboxylate